FC1=C(C(=O)NC(C)C2=CC(=CC=C2)F)C=C(C=C1)[N+](=O)[O-] 2-fluoro-N-(1-(3-fluorophenyl)ethyl)-5-nitrobenzamide